Methyl thioacrylate C(C=C)(=S)OC